(1R,4s)-4-(8-(2,4-dichloro-6-fluorophenylamino)-2-((S)-tetrahydrofuran-3-ylamino)-9H-purin-9-yl)cyclohexanecarboxamide ClC1=C(C(=CC(=C1)Cl)F)NC=1N(C2=NC(=NC=C2N1)N[C@@H]1COCC1)C1CCC(CC1)C(=O)N